6-methylpyridine-2,3-dicarboxylic acid CC1=CC=C(C(=N1)C(=O)O)C(=O)O